BrC=1C=C2C=CN(C2=CC1)CCCN1CCN(CC1)CC(CN1N=CN=C1)(O)C1=C(C=C(C=C1)F)F 1-(4-(3-(5-bromo-1H-indol-1-yl)propyl)piperazin-1-yl)-2-(2,4-difluorophenyl)-3-(1H-1,2,4-triazol-1-yl)propan-2-ol